BrC1=C(C=C(C(=C1)Br)OC)S(=O)(=O)N[C@H](C(C)C)C(=O)O ((2,4-dibromo-5-methoxyphenyl)sulfonyl)-D-valine